C(C)(C)(C)OC(NC(C)(C)C1=NC=C2N1C=CC=C2SC2CCC2)=O (2-(8-(Cyclobutylsulfanyl)imidazo[1,5-a]pyridin-3-yl)propan-2-yl)carbamic acid tert-butyl ester